C(C1=CC=CC=C1)N1CCC(CC1)CCNC(=O)N1[C@@H](CN(CC1)C=1C=NC(=CC1)F)C (2R)-N-[2-(1-benzylpiperidin-4-yl)ethyl]-4-(6-fluoropyridin-3-yl)-2-methylpiperazine-1-carboxamide